CC(CP(OCC)(OCC)=O)=C diethyl (2-methylallyl)phosphonate